ClC=1C=C(C=CC1F)NC(=O)C=1N(C=C2C1CC[C@H]2NC([O-])=O)C |r| racemic-1-(3-chloro-4-fluorophenylcarbamoyl)-2-methyl-2,4,5,6-tetrahydrocyclopenta[c]pyrrol-4-ylcarbamate